N=1N2C(=CC1)C(CC2)N2N=C(C(=C2)NC2N(C=C(C(=N2)N)C(F)(F)F)C)C N2-(1-(5,6-dihydro-4H-pyrrolo[1,2-b]pyrazol-4-yl)-3-methyl-1H-pyrazol-4-yl)-N1-methyl-5-(trifluoromethyl)pyrimidine-2,4-diamine